C(=O)(O)C(CCCCC1=CC=C(C=C1)CCCCC(C(=O)O)(C)C)(C)C 6-[4-(5-carboxy-5-methylhexyl)-phenyl]-2,2-dimethylhexanoic acid